2-bromo-6,8-dihydro-5H-imidazo[2,1-c][1,4]oxazine BrC=1N=C2COCCN2C1